CC1(CN(CCC1)[C@@H]1CNCC1)O 3-Methyl-1-((S)-pyrrolidin-3-yl)piperidin-3-ol